C(=S)OCCCCCC(C)C isooctyl thiocarboxylate